NC1CC(C1)C=1C=C(C=CC1)C[C@H](C(=O)OC(C)(C)C)[C@@H]1CN(CC1)C(=O)OC(C)(C)C (R)-tert-butyl 3-((S)-3-(3-(3-aminocyclobutyl)phenyl)-1-(tert-butoxy)-1-oxopropan-2-yl)pyrrolidine-1-carboxylate